1-[2-cyano-4-(trifluoromethyl)phenyl]-4-{2'-ethoxy-[2,3'-bipyridine]-5-yl}-N-(1-methylazetidin-3-yl)piperidine-4-carboxamide C(#N)C1=C(C=CC(=C1)C(F)(F)F)N1CCC(CC1)(C(=O)NC1CN(C1)C)C=1C=CC(=NC1)C=1C(=NC=CC1)OCC